(+)-(1,1'-Binaphthalene-2,2'-diyl)bis(diphenylphosphine) C1(=C(C=CC2=CC=CC=C12)P(C1=CC=CC=C1)C1=CC=CC=C1)C1=C(C=CC2=CC=CC=C12)P(C1=CC=CC=C1)C1=CC=CC=C1